(1S,2S)-N-[8-amino-6-(4-methoxy-3-pyridyl)cinnolin-3-yl]-2-fluoro-cyclopropanecarboxamide NC=1C=C(C=C2C=C(N=NC12)NC(=O)[C@H]1[C@H](C1)F)C=1C=NC=CC1OC